NCCNCCCC(CC)O[Si](C(C)C)(C(C)C)C(C)C N-(2-aminoethyl)-3-aminopropyl-triisopropylpropoxysilane